NC1=NN2C(C(N1)=O)=CN=C2C2CCOCC2 2-amino-7-(tetrahydro-2H-pyran-4-yl)imidazo[5,1-f][1,2,4]Triazin-4(3H)-one